diethoxyhafnium dibromide [Br-].[Br-].C(C)O[Hf+2]OCC